ClC=1C=C(CNC2=NC(=NC=C2C)NC=2C=CC(=C(C(=O)OC)C2)B2OC(C(O2)(C)C)(C)C)C=CC1 methyl 5-((4-((3-chlorobenzyl)amino)-5-methyl-pyrimidin-2-yl)amino)-2-(4,4,5,5-tetramethyl-1,3,2-dioxa-borolan-2-yl)benzoate